4-[2-[1-(3-iodopyrazolo[1,5-a]pyridin-6-yl)-1-methyl-ethoxy]ethyl]morpholine IC=1C=NN2C1C=CC(=C2)C(C)(OCCN2CCOCC2)C